4-(2-bromoethoxy)-3-chlorobenzaldehyde BrCCOC1=C(C=C(C=O)C=C1)Cl